FC(C(CCO)NC(OC(C)(C)C)=O)(F)F tert-butyl (1,1,1-trifluoro-4-hydroxybutan-2-yl)carbamate